BrC1=C2C=CC=CC2=C(C2=CC=CC=C12)C1=C(C2=C(C=3C(O2)=C(C(=C2C(=C(C(=C(C23)[2H])[2H])[2H])[2H])[2H])[2H])C(=C1[2H])[2H])[2H] (10-bromoanthracene-9-yl)naphtho[2,1-b]benzofuran-1,2,3,4,5,6,8,10,11-d9